BrCCCCCCCCC=COC(CCOCOCOCCC(CCCC)OC=CCCCCCCCCBr)CCCC 10-bromo-3-decenyloxyheptyloxymethyl ether